Cl.C[C@@H]1N(CCOC1)C=1N=C(C2=C(N1)N=C(C=C2)C=2C=C(C(=O)O)C=CC2)N2[C@H](COCC2)C 3-[2,4-bis[(3S)-3-methylmorpholin-4-yl]pyrido[2,3-d]pyrimidin-7-yl]benzoic acid hydrochloride